CC(CCC)(CCC)O 4-methyl-4-heptanol